succinimide Adipate C(CCCCC(=O)O)(=O)O.C1(CCC(N1)=O)=O